F[C@@]12[C@]3(C=CC(C=C3CC[C@H]1[C@@H]1C[C@H]([C@](C(CO)=O)([C@]1(C[C@@H]2O)C)O)O)=O)C 9α-fluoro-11β,16α,17,21-tetrahydroxypregnane-1,4-diene-3,20-dione